ClC=1C(=C(C(=CC1)F)[C@@H](NC(=O)[C@H]1C[C@@H]2[C@@H](NC(O2)=O)C1)C12CCC(CC1)(C2)F)F (3as,5r,6ar)-N-((S)-(3-chloro-2,6-difluorophenyl)(4-fluoro-bicyclo[2.2.1]hept-1-yl)methyl)-2-oxo-hexahydro-2H-cyclopenta[d]oxazole-5-carboxamide